FC(N1C(=NC2=C1C=CC=C2)C2CCN(CC2)C(=O)C=2C=C1C(=NN(C1=CC2)C2=CC(=CC=C2)C(F)(F)F)C)F (4-(1-(difluoromethyl)-1H-benzo[d]imidazol-2-yl)piperidin-1-yl)(3-methyl-1-(3-(trifluoromethyl)phenyl)-1H-indazol-5-yl)methanone